((7R)-7-amino-2-azabicyclo[2.2.1]hept-2-yl)(2-(1-(cyclopropylmethyl)-6-(4-methoxypiperidin-1-yl)-1H-indol-2-yl)-4-methoxy-3-methylbenzo[b]thiophen-6-yl)methanone N[C@H]1C2N(CC1CC2)C(=O)C=2C=C(C1=C(SC(=C1C)C=1N(C3=CC(=CC=C3C1)N1CCC(CC1)OC)CC1CC1)C2)OC